NC1=NNC=N1 3-Amino-1,2,4-triazole